2,4-di-tert-butylmethylphenol C(C)(C)(C)C1=C(C=CC(=C1C)C(C)(C)C)O